3,5-dimethyl-4-hydroxyphenol CC=1C=C(C=C(C1O)C)O